COS(=O)(=O)[O-].C(CCCCCCCCCCCCCCC)(=O)C([NH2+]CCO)(C(CCCCCCCCCCCCCCC)=O)C(CCCCCCCCCCCCCCC)=O tripalmitoyl-hydroxyethyl-methyl-ammonium methyl-sulfate